phenylbenzobenzotriazol C1(=CC=CC=C1)C1=CC2=C(C=3NN=NC31)C=CC=C2